C1(CC1)C1(COCC1)NS(=O)C(C)(C)C N-(3-cyclopropyl-tetrahydrofuran-3-yl)-2-methylpropan-2-sulfinamide